N,N'-disalicylidenepropylenediamine C(C=1C(O)=CC=CC1)=NCC(C)N=CC=1C(O)=CC=CC1